2-(but-2-yn-1-yloxy)isoindoline-1,3-dione C(C#CC)ON1C(C2=CC=CC=C2C1=O)=O